C(CCC)C1(N(S(C2=C(N(C1)C1=CC=CC=C1)C=C(C(=C2)O\C=C(\C(=O)O)/F)SC)(=O)=O)CC2=CC=C(C=C2)OC)CC (Z)-3-((3-butyl-3-ethyl-2-(4-methoxybenzyl)-7-(methylthio)-1,1-dioxido-5-phenyl-2,3,4,5-tetrahydro-1,2,5-benzothiadiazepin-8-yl)oxy)-2-fluoroacrylic Acid